1-methyl-4,5,6,7-Tetrahydro-1H-imidazolo[4,5-c]pyridin-7-amine CN1C=NC=2CNCC(C21)N